henicosyl eicosanoate C(CCCCCCCCCCCCCCCCCCC)(=O)OCCCCCCCCCCCCCCCCCCCCC